4-(((2-(2,4-dioxotetrahydropyrimidin-1(2H)-yl)benzyl)(methyl)amino)methyl)-N-(4-methyl-3-((4-(pyridin-3-yl)pyrimidin-2-yl)amino)phenyl)benzamide O=C1N(CCC(N1)=O)C1=C(CN(C)CC2=CC=C(C(=O)NC3=CC(=C(C=C3)C)NC3=NC=CC(=N3)C=3C=NC=CC3)C=C2)C=CC=C1